5-Bromo-4-chlorobenzo[d]oxazol-2(3H)-one BrC=1C=CC2=C(NC(O2)=O)C1Cl